tert-butyl (5-(1,1-difluoroethyl)pyridin-2-yl)carbamate FC(C)(F)C=1C=CC(=NC1)NC(OC(C)(C)C)=O